FC(C1=C(C=CC(=C1)C(F)(F)F)C(=O)NC=1C=C(C2=C(NC(=N2)COC)C1)C(=O)NC1=C(C(=CC=C1)Cl)C)(F)F 6-({[2,4-bis(trifluoromethyl)phenyl]carbonyl}amino)-N-(3-chloro-2-methylphenyl)-2-(methoxymethyl)-1H-benzimidazole-4-Carboxamide